Hydroxypropenyl-butyrate OCC=COC(CCC)=O